1-((S)-1-((3R,5R,8R,9S,10S,13S,14S,17S)-3-hydroxy-3,10,13-trimethylhexadecahydro-1H-cyclopenta[a]phenanthren-17-yl)-1-oxopropan-2-yl)-1H-pyrazole-4-carbonitrile O[C@@]1(CC[C@@]2([C@H]3CC[C@@]4([C@H](CC[C@H]4[C@@H]3CC[C@@H]2C1)C([C@H](C)N1N=CC(=C1)C#N)=O)C)C)C